1-ethyl-3-methyl-imidazolium methyl-sulfate COS(=O)(=O)[O-].C(C)N1C=[N+](C=C1)C